C(C=C)OC(=O)OC1=C(C=CC=C1)C1=CC(=C(N=N1)N)N1CC2CCC(C1)N2C2=CC(=NC=C2)OCCN2C(CN(CC2)C(=O)[O-])C 4-(2-((4-(3-(6-(2-(((allyloxy)carbonyl)oxy)phenyl)-3-aminopyridazin-4-yl)-3,8-diazabicyclo[3.2.1]octan-8-yl)pyridin-2-yl)oxy)ethyl)-3-methylpiperazine-1-carboxylate